5-(3-(3,5-bis(trifluoromethyl)phenyl)-1H-1,2,4-triazol-1-yl)-1-(4-nitrophenyl)-1H-1,2,3-triazole-4-carbonitrile FC(C=1C=C(C=C(C1)C(F)(F)F)C1=NN(C=N1)C1=C(N=NN1C1=CC=C(C=C1)[N+](=O)[O-])C#N)(F)F